C(C)(C)C1C2=CC=CC=C2OC=2C(C(C(C(C12)=O)(C)C)=O)(C)C 9-isopropyl-2,2,4,4-tetramethyl-4,9-dihydro-1H-xanthene-1,3(2H)-dione